C1(CC1)C=1C(=C2C(=NC1CC)CCC2)NC(=O)N=S(=O)(N)C=2SC(=CC2F)C(C)(C)O N'-((3-cyclopropyl-2-ethyl-6,7-dihydro-5H-cyclopenta[b]pyridin-4-yl)carbamoyl)-3-fluoro-5-(2-hydroxypropan-2-yl)thiophene-2-sulfonimidamide